C(C)C1=CC(=C(C=C1)N)N 4-ethyl-1,2-phenylenediamine